1-[4-hydroxy-3-methoxy-5-(3-methylbut-3-en-1-ynyl)phenyl]ethanone OC1=C(C=C(C=C1C#CC(=C)C)C(C)=O)OC